FC(OC1=CC=C2C(=N1)NC=C2C=2C=C1C(=NC=NC1=CC2)NC2CCN(CC2)C)F 6-(6-(difluoromethoxy)-1H-pyrrolo[2,3-b]pyridin-3-yl)-N-(1-methylpiperidin-4-yl)quinazolin-4-amine